C(C)(C)(C)OC(=O)NC[C@H](C)OC1=C(C=C(C=C1)F)[C@@H](C)NC1=NC=2N(C=C1)N=CC2C(=O)OCC ethyl 5-(((R)-1-(2-(((s)-1-((tert-butoxycarbonyl)amino)propan-2-yl)oxy)-5-fluorophenyl)ethyl)amino)-pyrazolo[1,5-a]pyrimidine-3-carboxylate